N(C1=CC=CC=C1)C1=CC=C(C=C1)NC(C(C)(C)C)=O N-(4-(anilino)phenyl)pivaloamide